5,6-di-isobutyl-1H-benzimidazole-carboxylic acid methyl ester COC(=O)C1=NC2=C(N1)C=C(C(=C2)CC(C)C)CC(C)C